OC1=C(C(=CC=2C(C3=CC(=C(C(=C3C(C12)=O)OC)O)C)=O)O)OC 1,3,7-trihydroxy-2,8-dimethoxy-6-methylanthracene-9,10-dione